(S)-N-((6-(2-chloro-3-fluorophenyl)-4-((3-(trifluoromethyl)-phenyl)sulfonyl)-3,4-dihydro-2H-benzo[b][1,4]oxazin-2-yl)methyl)cyclopropanecarboxamide ClC1=C(C=CC=C1F)C1=CC2=C(O[C@H](CN2S(=O)(=O)C2=CC(=CC=C2)C(F)(F)F)CNC(=O)C2CC2)C=C1